C(#N)C=1C=NN2C1C(=CC(=C2)OCC(C)(C)O)C=2C=CC(=NC2)N2CCC(CC2)(C)NC(=O)C=2C(=NN(C2)C)C N-(1-(5-(3-cyano-6-(2-hydroxy-2-methylpropoxy)pyrazolo[1,5-a]pyridin-4-yl)pyridin-2-yl)-4-methylpiperidin-4-yl)-1,3-dimethyl-1H-pyrazole-4-carboxamide